CC=1N=C([N-]C1)C dimethylimidazolide